FC([C@H](C)N1N=NC2=C1C=C(C=C2)C=2C=CN1N=C(N=C(C12)OC)N[C@@H]1[C@@H](CN(CC1)C(C([2H])([2H])[2H])=O)F)F 1-((3R,4S)-4-((5-(1-((S)-1,1-difluoropropan-2-yl)-1H-benzo[d][1,2,3]triazol-6-yl)-4-methoxypyrrolo[2,1-f][1,2,4]triazin-2-yl)amino)-3-fluoropiperidin-1-yl)ethan-1-one-2,2,2-d3